2-[(2S)-4-[7-(5,6-dimethyl-1H-indazol-4-yl)-2-[[(2S)-1-methylpyrrolidin-2-yl]methoxy]-6,8-dihydro-5H-pyrido[3,4-d]pyrimidin-4-yl]piperazin-2-yl]acetonitrile CC=1C(=C2C=NNC2=CC1C)N1CC=2N=C(N=C(C2CC1)N1C[C@@H](NCC1)CC#N)OC[C@H]1N(CCC1)C